6-(methylsulfonyl)-5-nitro-N-(prop-2-yn-1-yl)nicotinamide CS(=O)(=O)C1=NC=C(C(=O)NCC#C)C=C1[N+](=O)[O-]